3-[[(3R,4R)-4-[4-Chloro-2-(5-fluoro-2-pyridyl)-1H-imidazol-5-yl]-3-methyl-1-piperidyl]sulfonyl]-N-[1-(hydroxymethyl)cyclobutyl]propenamide ClC=1N=C(NC1[C@H]1[C@H](CN(CC1)S(=O)(=O)C=CC(=O)NC1(CCC1)CO)C)C1=NC=C(C=C1)F